8-chloro-N-(4-cyclobutoxy-2-ethylphenyl)quinolin-2-amine ClC=1C=CC=C2C=CC(=NC12)NC1=C(C=C(C=C1)OC1CCC1)CC